COC=1C=C(C=CC1)C1(C[C@H]2CC[C@@H](C1)N2C)C(=O)OCC 3-(3-Methoxyphenyl)-3-ethoxycarbonyltropane